C(C1=CC=CC=C1)(=O)N1C(N(C=C(C1=O)Br)C(C(=O)C1=CC(=C(C=C1)Cl)F)NC(C1=CC(=CC=C1)C)=O)=O N-[1-(3-Benzoyl-5-bromo-2,4-dioxo-1,2,3,4-tetrahydropyrimidin-1-yl)-2-(4-chloro-3-fluorophenyl)-2-oxoethyl]-3-methylbenzamide